C(C1=CC=CC=C1)N1C[C@@](CC1)([C@H]1N(CCC1)C)C (3R)-1-benzyl-3-methyl-3-[(2S)-1-methylpyrrolidin-2-yl]pyrrolidine